BrC1=CC(=C(CNC2=C(C=NC3=NC(=CC=C23)OC)C(=O)OCC)C=C1)F Ethyl 4-((4-bromo-2-fluorobenzyl) amino)-7-methoxy-1,8-naphthyridine-3-carboxylate